C(#N)C(C(=O)OCCOC)=C β-methoxyethyl cyanoacrylate